C(C)N(C=1C(=CC=CC1)C)CCCCC N-ethyl-N-amyl-toluidine